(R)-2,2-difluoro-3-(4-fluorophenyl)-3-hydroxypropanamide FC(C(=O)N)([C@H](O)C1=CC=C(C=C1)F)F